tert-Butyl 3-(1'-carbamoylspiro[chromane-2,4'-piperidine]-6-yl)indole-1-carboxylate C(N)(=O)N1CCC2(CC1)OC1=CC=C(C=C1CC2)C2=CN(C1=CC=CC=C21)C(=O)OC(C)(C)C